3-cyclopentyl-1-[9-ethyl-6-(2-methylbenzoyl)-9H-carbazol-3-yl]-1-propanone-1-(O-acetyloxime) C(C)(=O)ON=C(CCC1CCCC1)C=1C=CC=2N(C3=CC=C(C=C3C2C1)C(C1=C(C=CC=C1)C)=O)CC